C(C)(=O)C1=C(C=CC=C1)NC(C1=CC(=CC=C1)S(=O)(=O)N1C(CC2=CC=CC=C12)C)=O N-(2-acetylphenyl)-3-((2-methylindolin-1-yl)sulfonyl)benzamide